OCCN1CCN(CC1)C1=CC(=NC=2N1N=C(C2C2=CC=CC=C2)C)C=2C=C(C=CC2)CCCCCCCCCN(C)CC2=CC=C(OCC=1SC=C3C1C=NC3=O)C=C2 1-((4-(((9-(3-(7-(4-(2-Hydroxyethyl)piperazin-1-yl)-2-methyl-3-phenyl-pyrazolo[1,5-a]pyrimidin-5-yl)phenyl)nonyl)(methyl)amino)methyl)phenoxy)methyl)-4-oxo-4H-thieno[3,4-c]pyrrol